C(C)(C)(C)OC(=O)NC1=CC=C(C=C1)B(O)O 4-((tert-butoxycarbonyl)amino)phenylboronic acid